C(#N)C1=CC=C2C=CN(C2=C1)CC1=CC=C(S1)C(=O)O 5-((6-cyano-1H-indol-1-yl)methyl)thiophene-2-carboxylic acid